N-(1-methyl-3-methyl-4-piperidyl)-6-[3-(4-mesyl-2-anisidino)-1-propynyl]-1-(2,2,2-trifluoroethyl)-1H-benzo[d]imidazole-4-carboxamide CN1CC(C(CC1)NC(=O)C1=CC(=CC=2N(C=NC21)CC(F)(F)F)C#CCNC=2C(OC)=CC=C(C2)S(=O)(=O)C)C